C(C)(C)(C)OC(NC1=C(C=C(C(=C1)N1CCC(CC1)N1CCCCC1)C)N)=O tert-butyl(5-([1,4'-bipiperidin]-1'-yl)-2-amino-4-methylphenyl)carbamate